C(C)(C)(C)C=1C=C(C=C(C1O)C)CCC(=O)OCC(C)(C)C1OCC2(CO1)COC(OC2)C(COC(CCC2=CC(=C(C(=C2)C)O)C(C)(C)C)=O)(C)C 3,9-bis[2-[3-(3-tertiary butyl-4-hydroxy-5-methylphenyl)-propionyloxy]-1,1-dimethylethyl]-2,4,8,10-tetraoxaspiro[5.5]undecane